1,1'-(Hexane-1,6-diyl)bis(2-methylene-3,3-dimethyl-3H-benzoindole) C(CCCCCN1C(C(C2=CC=C3C(=C12)C=CC=C3)(C)C)=C)N3C(C(C1=CC=C2C(=C31)C=CC=C2)(C)C)=C